(S)-1-(3-(2,6-bis(benzyloxy)pyridin-3-yl)-1-methyl-1H-indazol-6-yl)pyrrolidine-3-carboxylic acid C(C1=CC=CC=C1)OC1=NC(=CC=C1C1=NN(C2=CC(=CC=C12)N1C[C@H](CC1)C(=O)O)C)OCC1=CC=CC=C1